Cl.N=C1SCCC1 Iminothiolan HCl